N[C@H](C(=O)OC[C@H]1O[C@@]([C@@H]([C@@H]1OC(CC)=O)O)(C#N)C1=CC=C2C(=NC=NN21)NC(=O)OCOC(C)=O)C(C)(C)C ((2R,3S,4R,5R)-5-(4-(((acetoxymethoxy)carbonyl)amino)pyrrolo[2,1-f][1,2,4]triazin-7-yl)-5-cyano-4-hydroxy-3-(propionyloxy)tetrahydrofuran-2-yl)methyl (S)-2-amino-3,3-dimethylbutanoate